1,1,1,3,3,3-Hexafluoropropan-2-yl (S)-1-(phenylcarbamoyl)-6-azaspiro[2.5]octan-6-carboxylat C1(=CC=CC=C1)NC(=O)[C@H]1CC12CCN(CC2)C(=O)OC(C(F)(F)F)C(F)(F)F